[1-13C]-pyruvic acid [13C](C(=O)C)(=O)O